1-(3-aminoazetidin-1-yl)ethan-1-one tert-Butyl-N-(2-((S)-2-(4-amino-3-chlorobenzamido)-3,3-dimethylbutanamido)-2-phenylacetamido)-N-(2-fluoroacryloyl)glycinate C(C)(C)(C)OC(CN(C(C(=C)F)=O)NC(C(C1=CC=CC=C1)NC([C@H](C(C)(C)C)NC(C1=CC(=C(C=C1)N)Cl)=O)=O)=O)=O.NC1CN(C1)C(C)=O